(S)-2,6-Dichloro-N-(4-(2-fluoroacetimidamido)-1-(5-(4-fluorophenyl)oxazol-2-yl)butyl)benzamide ClC1=C(C(=O)N[C@@H](CCCNC(CF)=N)C=2OC(=CN2)C2=CC=C(C=C2)F)C(=CC=C1)Cl